NC1=NC=CC=C1C1=NC=2C(=NC(=CC2)C2=CC(=CC=C2)Cl)N1C1=CC=C(CN2CCC(CC2)NC2=NC(=NC=C2)C#N)C=C1 4-((1-(4-(2-(2-aminopyridin-3-yl)-5-(3-chlorophenyl)-3H-imidazo[4,5-b]pyridin-3-yl)benzyl)piperidin-4-yl)amino)pyrimidine-2-carbonitrile